6-[3-(5-chloro-2-methoxypyridine-3-sulfonamido)-2,6-difluorophenyl]-N-[3-(dimethylamino)propyl]imidazo[1,5-a]pyrazine-1-carboxamide ClC=1C=C(C(=NC1)OC)S(=O)(=O)NC=1C(=C(C(=CC1)F)C=1N=CC=2N(C1)C=NC2C(=O)NCCCN(C)C)F